N-{2-[3-amino-4-(methoxymethyl)pyrrolidin-1-yl]-5,6,7,8-tetrahydroquinolin-6-yl}-5-chloro-7-ethyl-7H-pyrrolo[2,3-c]pyridazine-3-carboxamide NC1CN(CC1COC)C1=NC=2CCC(CC2C=C1)NC(=O)C1=CC2=C(N=N1)N(C=C2Cl)CC